NC=1N=NC(=CC1N1CC2CCC(C1)N2C2=NC=C(C=N2)CCCCCCCCC2=CC1=C(N(C(N1C)=O)C1C(NC(CC1)=O)=O)C=C2)C2=C(C=CC=C2)O 3-[5-[8-[2-[3-[3-amino-6-(2-hydroxyphenyl)pyridazin-4-yl]-3,8-diazabicyclo[3.2.1]octan-8-yl]pyrimidin-5-yl]octyl]-3-methyl-2-oxo-benzimidazol-1-yl]piperidine-2,6-dione